COC(C1=C(C(=CC(=C1)O)C=1SC(=CN1)CC)F)=O 3-(5-Ethylthiazol-2-yl)-2-fluoro-5-hydroxy-benzoic acid methyl ester